2-cyclopropyl-4-(4-(difluoromethoxy)-2-chlorophenyl)-6-(2-methyl-2H-indazol-5-yl)thiazolo[4,5-d]pyrimidine-5,7(4H,6H)-dione C1(CC1)C=1SC2=C(N(C(N(C2=O)C2=CC3=CN(N=C3C=C2)C)=O)C2=C(C=C(C=C2)OC(F)F)Cl)N1